BrC1=CC(=C2C(NC(N(C2=C1)C=1C(=NC=CC1C)C(C)C)=O)=O)F 7-bromo-5-fluoro-1-(2-isopropyl-4-methylpyridin-3-yl)quinazoline-2,4(1H,3H)-dione